P(O)(O)=O.BrCC[Na] 2-bromoethyl-sodium phosphonate